O1C(CCC2=CC=CC=C12)C1OC2=CC=CC=C2C=C1 chromanyl-chromene